N-{4-[(3-{3-cyano-4-[(propan-2-yl)oxy]phenyl}-1-{[2-(trimethylsilyl)ethoxy]methyl}-1H-pyrrolo[2,3-b]pyridin-4-yl)oxy]-3,5-difluorophenyl}-N'-(3-hydroxy-2,3-dimethylbutan-2-yl)thiourea C(#N)C=1C=C(C=CC1OC(C)C)C1=CN(C2=NC=CC(=C21)OC2=C(C=C(C=C2F)NC(=S)NC(C)(C(C)(C)O)C)F)COCC[Si](C)(C)C